FC(COC=1OC2=CC=CC=C2C(C1)=O)(F)F 2-(2,2,2-trifluoroethoxy)chromone